C(O)CN.C(O)CN.P(=O)(OC1=C(C=C(C=C1)Cl)C(NC1=CC(=CC(=C1)C(F)(F)F)C(F)(F)F)=O)(O)O 2-((3,5-bis(trifluoromethyl)phenyl)carbamoyl)-4-chlorophenyl phosphate bisethanolamine salt